FCCN1C[C@H]2[C@H](OCCN2C2=CC=C(N=N2)C2=C(C=C(C=C2C)Cl)O)CC1 2-[6-[(4aS,8aR)-6-(2-fluoroethyl)-3,4a,5,7,8,8a-hexahydro-2H-pyrido[4,3-b][1,4]oxazin-4-yl]pyridazin-3-yl]-5-chloro-3-methyl-phenol